C1(CC1)[C@H]1COC2=C(CN1C(=O)C1(CCOCC1)C)C=CC(=C2)C(NO)=N (3S)-3-cyclopropyl-N-hydroxy-4-[(4-methyloxan-4-yl)carbonyl]-3,5-dihydro-2H-1,4-benzoxazepine-8-carboximidamide